5-methylidene-bicyclo[2.2.1]Hept-2-ene C=C1C2C=CC(C1)C2